COC1=NC=C(C(=N1)OC)C1=CC(=C(N=N1)N)[C@@H]1[C@H](C1)C(C)C 6-(2,4-Dimethoxypyrimidin-5-yl)-4-((1S,2R)-2-isopropylcyclopropyl)pyridazin-3-amine